CC(C(CCCC)=O)=O.[Y] yttrium heptanedione